Cl.CN1C(=NN=C1)C1CCNCC1 4-(4-methyl-1,2,4-triazol-3-yl)piperidine hydrochloride